(6-amino-2-ethylpyridin-3-yl)-N,N-dimethylquinoline-2-carboxamide NC1=CC=C(C(=N1)CC)C=1C(=NC2=CC=CC=C2C1)C(=O)N(C)C